4-[(5-fluoro-4-{5-oxa-8-azaspiro[2.6]nonan-8-yl}pyrimidin-2-yl)amino]benzenesulfonamide FC=1C(=NC(=NC1)NC1=CC=C(C=C1)S(=O)(=O)N)N1CCOCC2(CC2)C1